1-(3-chloro-4-fluorophenyl)-3-((1-oxo-1,2-dihydroisoquinolin-4-yl)methyl)urea ClC=1C=C(C=CC1F)NC(=O)NCC1=CNC(C2=CC=CC=C12)=O